BrC=1C=C(C(=NC1)C1(CC(C1)(C)O[Si](C)(C)C(C)(C)C)N[S@@](=O)C(C)(C)C)F (S)-N-((1r,3S)-1-(5-bromo-3-fluoropyridin-2-yl)-3-((tert-butyldimethylsilyl)oxy)-3-methylcyclobutyl)-2-methylpropane-2-sulfinamide